CN1N=CC=2C(NC(=CC21)C(=O)O)=O 1-methyl-4-oxo-5H-pyrazolo[4,3-C]pyridine-6-carboxylic acid